1-(4-(chloromethyl)benzyl)-4-phenylpiperazine ClCC1=CC=C(CN2CCN(CC2)C2=CC=CC=C2)C=C1